O=C1NC(CCC1N1C(C2=CC=C(C=C2C1=O)N1CC2(CCC1)CCN(CC2)C2CCN(CC2)C2=C(C=C(C(=C2)OC)[N+](=O)[O-])C=2C=NN(C2)C)=O)=O 2-(2,6-dioxopiperidin-3-yl)-5-(9-(1-(5-methoxy-2-(1-methyl-1H-pyrazol-4-yl)-4-nitrophenyl)piperidin-4-yl)-2,9-diazaspiro[5.5]undecan-2-yl)isoindoline-1,3-dione